1-(4-(3-amino-4-(4-aminophenyl)-1H-pyrazolo[3,4-b]pyridin-6-yl)piperidin-1-yl)-2-methylpropan-1-one NC1=NNC2=NC(=CC(=C21)C2=CC=C(C=C2)N)C2CCN(CC2)C(C(C)C)=O